7-Fluoro-8-Nitro-1,2,3,4-Tetrahydroisoquinoline FC1=CC=C2CCNCC2=C1[N+](=O)[O-]